[(1R,5R,7aR)-2,3,5,6,7,7a-hexahydro-5-tert-Butyldimethylsilyloxy-7a-methyl-1H-indenyl]-N'-(3-pyridyl)urea [Si](C)(C)(C(C)(C)C)O[C@H]1C=C2CC[C@H]([C@@]2(CC1)C)NC(=O)NC=1C=NC=CC1